N-[(1R)-2-{2-[4-(difluoromethoxy)benzenesulfonyl]-2H,4H,5H,6H-pyrrolo[3,4-c]pyrazol-5-yl}-1-(2-fluorophenyl)-2-oxoethyl]formamide FC(OC1=CC=C(C=C1)S(=O)(=O)N1N=C2C(=C1)CN(C2)C([C@@H](C2=C(C=CC=C2)F)NC=O)=O)F